OCC1OCC(C(C1O)O)O 2-hydroxymethyl-tetrahydropyran-3,4,5-triol